[C@H]12CN(C[C@H](CC1)N2)C2=NC(=NC1=C(C(=C(C=C21)F)C2=CNC1=CC=C(C(=C21)Cl)Cl)F)OCC21CCCN1CCC2 4-((1R,5S)-3,8-diazabicyclo[3.2.1]octan-3-yl)-7-(4,5-dichloro-1H-indol-3-yl)-6,8-difluoro-2-((tetrahydro-1H-pyrrolizin-7a(5H)-yl)methoxy)quinazoline